2-(7-Bromo-4-oxoquinazolin-3(4H)-yl)-2-phenyl-N-(thiazol-2-yl)acetamide BrC1=CC=C2C(N(C=NC2=C1)C(C(=O)NC=1SC=CN1)C1=CC=CC=C1)=O